BrC1=C(C=O)C(=CC(=C1OC(F)F)C)F 2-bromo-3-(difluoromethoxy)-6-fluoro-4-methylbenzaldehyde